4-((3aR,4R,4aS-5aS,6S,6aS)-1,3-Dioxo-3,3a,4,4a,5,5a,6,6a-octahydro-4,6-ethenocyclopropa[f]isoindol-2(1H)-yl)-3-fluorobenzonitrile O=C1N(C([C@@H]2[C@H]3[C@@H]4[C@@H]([C@@H]([C@H]12)C=C3)C4)=O)C4=C(C=C(C#N)C=C4)F